ClC1=CC=C(S1)N(C1C(NC(CC1)=O)=O)C 5-chloro-N-(2,6-dioxopiperidin-3-yl)-2-(methylamino)thiophene